C(CCCCCCCCC=C)(=O)OCC ethyl 10-undecenoate